6-(5-cyanopyrazin-2-ylamino)-N,N-dimethyl-4-(piperidin-4-ylmethylamino)pyridazine-3-carboxamide C(#N)C=1N=CC(=NC1)NC1=CC(=C(N=N1)C(=O)N(C)C)NCC1CCNCC1